(2R,4R)-4-((S)-2-aminobutanamido)-2-(4-boronobutyl)pyrrolidine-2-carboxylic acid N[C@H](C(=O)N[C@@H]1C[C@@](NC1)(C(=O)O)CCCCB(O)O)CC